trimethylolpropane tri[3-(aziridine-1-yl) propionate] N1(CC1)CCC(=O)O.N1(CC1)CCC(=O)O.N1(CC1)CCC(=O)O.C(O)C(CC)(CO)CO